calcium tartrate malate C(C(O)CC(=O)[O-])(=O)[O-].C(=O)(O)C(O)C(O)C(=O)O.[Ca+2]